NC=1C(=NC(=NC1)Cl)NC1(CCC2(OCCO2)CC1)C#N 8-((5-Amino-2-chloropyrimidin-4-yl)amino)-1,4-dioxaspiro[4.5]decane-8-carbonitrile